1-(3-(4-Methoxyphenyl)-1,2,4-oxadiazol-5-yl)piperidine-4-carboxylic acid COC1=CC=C(C=C1)C1=NOC(=N1)N1CCC(CC1)C(=O)O